7-(cyclopentylamino)-6-fluoro-2-((piperidin-4-ylsulfanyl)methyl)quinazolin-4(3H)-one C1(CCCC1)NC1=C(C=C2C(NC(=NC2=C1)CSC1CCNCC1)=O)F